C(#N)C1(CN(C1)C(=O)OC(C)(C)C)C(CCOS(=O)(=O)C)(F)F tert-butyl 3-cyano-3-(1,1-difluoro-3-methylsulfonyloxy-propyl)azetidine-1-carboxylate